4-(2-tetrahydropyranyl)phenylboronic acid pinacol ester O1C(CCCC1)C1=CC=C(C=C1)B1OC(C)(C)C(C)(C)O1